2-{3-[(2-ethoxyethyl)carbamoyl]azetidin-1-yl}-8-(5-fluoro-1,3-thiazol-2-yl)-4-methyl-5-oxo-5h,8h-pyrido[2,3-d]pyrimidine-6-carboxylic acid C(C)OCCNC(=O)C1CN(C1)C=1N=C(C2=C(N1)N(C=C(C2=O)C(=O)O)C=2SC(=CN2)F)C